C(C1=CC=CC=C1)C=1OC(=CN1)C(CN1C(C=CC(=C1)C#C)=O)=O 1-(2-(2-benzyloxazol-5-yl)-2-oxoethyl)-5-ethynylpyridin-2(1H)-one